C(C)(C)(C)OC(=O)N(C1=NN2C(CN(CCC2)C(=O)OC(C)(C)C)=C1)CC tert-butyl 2-[tert-butoxycarbonyl(ethyl)amino]-4,6,7,8-tetrahydropyrazolo[1,5-a][1,4]diazepine-5-carboxylate